3-amino-5-phenyl-1,3-dihydro-1,4-benzodiazepine NC1CNC2=C(C(=N1)C1=CC=CC=C1)C=CC=C2